1-(3-ethynylbicyclo[1.1.1]pentan-1-yl)-4,4-dimethyl-3,3-diphenyl-2-oxa-3-silapentane C(#C)C12CC(C1)(C2)CO[Si](C(C)(C)C)(C2=CC=CC=C2)C2=CC=CC=C2